FC(C1=CC=CC(=N1)C=1OC2=C(C=C(C=C2C(C1C)=O)C)[C@@H](C)NC1=C(C(=O)O)C=CC=C1)F 2-[[(1R)-1-[2-[6-(difluoromethyl)-2-pyridinyl]-3,6-dimethyl-4-oxo-chromen-8-yl]ethyl]amino]benzoic acid